C=CCC(C/C(=N\\OS(=O)(=O)[O-])/S[C@H]1[C@@H]([C@H]([C@@H]([C@H](O1)CO)O)O)O)O The molecule is a glucosinolate that is glucobrassicanapin which has been hydroxylated at the 3-position of the hex-5-enimidoyl chain. It derives from a glucobrassicanapin(1-). It is a conjugate base of a gluconapoleiferin.